CN1C(=NC2=C(C=C(C=C2C1=O)C)[C@@H](C)NC=1C(=NC(=CC1)C)C(=O)OC)C1=CC=CC=C1 methyl 3-{[(1R)-1-(3,6-dimethyl-4-oxo-2-phenyl-3,4-dihydroquinazolin-8-yl)ethyl]amino}-6-methylpyridine-2-carboxylate